5-(1-(6-fluoropyridin-3-yl)-7-methyl-1H-indazol-3-yl)-3-methylisoquinoline FC1=CC=C(C=N1)N1N=C(C2=CC=CC(=C12)C)C1=C2C=C(N=CC2=CC=C1)C